C(C)(C)(C)OC(=O)N1CCCC(=C1)N1CCCC1.COC=1C=C2CCNC(C2=CC1OC)CC(CC1=C(C=C(C=C1)OC)OC)=O 3-(6,7-dimethoxy-1,2,3,4-tetrahydroisoquinolinyl)-1-(2,4-dimethoxyphenyl)acetone tert-butyl-5-(pyrrolidin-1-yl)-3,4-dihydropyridine-1(2H)-carboxylate